(S)-2-(3-(3-fluoro-5-methoxyphenyl)-5-(3-(trifluoromethyl)phenylsulfonyl)-6a,7,9,10-tetrahydro-5H-pyrazino[1,2-a]pyrido[3,2-e]pyrazin-8(6H)-yl)-2-methylpropionic acid FC=1C=C(C=C(C1)OC)C1=CC=2N(C[C@H]3N(C2N=C1)CCN(C3)C(C(=O)O)(C)C)S(=O)(=O)C3=CC(=CC=C3)C(F)(F)F